titanium dipropoxide [O-]CCC.[O-]CCC.[Ti+2]